(E)-4-(2-(2-(3-methylbenzylidene)hydrazinyl)-7-(pyridin-3-ylmethyl)pyrido[3,2-d]pyrimidin-4-yl)morpholine CC=1C=C(\C=N\NC=2N=C(C3=C(N2)C=C(C=N3)CC=3C=NC=CC3)N3CCOCC3)C=CC1